2-Ethoxyethyl-2-methyl-2-propenoat C(C)OCCOC(C(=C)C)=O